N-[3-chloro-4-[4-(piperidine-4-carbonyl)piperazine-1-carbonyl]phenyl]-1-methyl-imidazole-2-carboxamide ClC=1C=C(C=CC1C(=O)N1CCN(CC1)C(=O)C1CCNCC1)NC(=O)C=1N(C=CN1)C